N1(CCCC1)C1=CC=2C3=NNC4=CC=C(OCCCNC(COC(=C1)C2)=O)C=C34 4-(pyrrolidin-1-yl)-7,14-dioxa-10,19,20-triazatetracyclo[13.5.2.12,6.018,21]tricosa-1(20),2(23),3,5,15,17,21-heptaen-9-one